NC1=CC(=NC(=N1)C(F)F)NC1=C(C(=O)NC2CC2)C(=CC=N1)NC1CC1 ((6-amino-2-(difluoromethyl)pyrimidin-4-yl)amino)-N-cyclopropyl-4-(cyclopropylamino)nicotinamide